3-Methylproline CC1[C@H](NCC1)C(=O)O